(3-(cyanomethoxy)-4-iodo-1-methyl-1H-pyrazol-5-yl)methyl methanesulfonate CS(=O)(=O)OCC1=C(C(=NN1C)OCC#N)I